8-chloro-3-cyano-4-(neopentylamino)quinolin ClC=1C=CC=C2C(=C(C=NC12)C#N)NCC(C)(C)C